ClC=1C=C(C=C(C1)F)NC(=O)C=1C(=CC=2N(C1)C=C(N2)C2CCOCC2)OC N-(3-chloro-5-fluorophenyl)-7-methoxy-2-(tetrahydro-2H-pyran-4-yl)imidazo[1,2-a]pyridine-6-carboxamide